3-((S)-3-((S)-8-(4'-(1-aminocyclopropyl)biphenyl-3-ylsulfonyl)-1-oxa-8-azaspiro[4.5]dec-3-ylamino)-2-hydroxypropoxy)-N-methylbenzenesulfonamide NC1(CC1)C1=CC=C(C=C1)C1=CC(=CC=C1)S(=O)(=O)N1CCC2(C[C@@H](CO2)NC[C@@H](COC=2C=C(C=CC2)S(=O)(=O)NC)O)CC1